C(=C)[Sn](C=C)(Cl)Cl divinyltin dichloride